Methyl 2-[(5-[[(tert-Butoxy)carbonyl](phenyl)amino]-1-[(2-chlorophenyl)methyl]-1H-pyrazol-3-yl)methoxy]-2-methylpropanoate C(C)(C)(C)OC(=O)N(C1=CC(=NN1CC1=C(C=CC=C1)Cl)COC(C(=O)OC)(C)C)C1=CC=CC=C1